methyl-1-(6-methyl-4-(trifluoromethyl)pyridin-2-yl)-5-oxopyrrolidine-2,4-dicarboxamide CC1(N(C(C(C1)C(=O)N)=O)C1=NC(=CC(=C1)C(F)(F)F)C)C(=O)N